[4-[3-(tert-butoxycarbonylamino)-1-(2-methoxyethyl)pyrazol-4-yl]-2,3-difluoro-phenyl] trifluoromethanesulfonate FC(S(=O)(=O)OC1=C(C(=C(C=C1)C=1C(=NN(C1)CCOC)NC(=O)OC(C)(C)C)F)F)(F)F